N-(5-((3H-spiro[furo[2,3-b]pyridin-2,3'-pyrrolidin]-1'-yl)methyl)-4-fluorothiazol-2-yl)acetamide N1(CC2(CC1)CC=1C(=NC=CC1)O2)CC2=C(N=C(S2)NC(C)=O)F